2-[(methylamino)carbonyl]phenyl (1s,5s,6s)-2-oxabicyclo[3.1.0]hexane-6-carboxylate [C@@H]12OCC[C@H]2[C@@H]1C(=O)OC1=C(C=CC=C1)C(=O)NC